2-decylperoxybutane-1,4-dioic acid C(CCCCCCCCC)C(C(=O)OO)CC(=O)O